(4S)-1-[(1,1-dioxothietan-3-yl)methyl]-5,5-difluoro-3-(trifluoromethyl)-6,7-dihydro-4H-indazol-4-ol O=S1(CC(C1)CN1N=C(C=2[C@@H](C(CCC12)(F)F)O)C(F)(F)F)=O